(2S,4R)-tert-butyl 2-(((tert-butyldimethylsilyl)oxy)methyl)-4-(6-chloro-3,4-dihydroquinolin-1(2H)-yl)pyrrolidine-1-carboxylate [Si](C)(C)(C(C)(C)C)OC[C@H]1N(C[C@@H](C1)N1CCCC2=CC(=CC=C12)Cl)C(=O)OC(C)(C)C